[SiH2]1CCCC1 Silolane